5-(3-(Difluoromethoxy)phenyl)-2-methyl-N-(3-(morpholinomethyl)-1,2,4-thiadiazol-5-yl)furan-3-carboxamide FC(OC=1C=C(C=CC1)C1=CC(=C(O1)C)C(=O)NC1=NC(=NS1)CN1CCOCC1)F